N-(4-((1H-Indazol-5-yl)oxy)-3-methylphenyl)-5,6,7,8-tetrahydropyrido[4',3':4,5]thieno[2,3-d]pyrimidin-4-amine N1N=CC2=CC(=CC=C12)OC1=C(C=C(C=C1)NC=1C2=C(N=CN1)SC1=C2CCNC1)C